Cl.CS(=O)(=O)C1=CC=C(C=N1)NCC#C 6-(methylsulfonyl)-N-(prop-2-yn-1-yl)pyridin-3-amine hydrochloride